C1(CCCCC1)CNC(C[C@H](CCN1CCC(CC1)(F)F)NC(=O)C1=NN(C(=C1)C1=C(C=CC=C1)C(F)(F)F)C1CCCC1)=O (3S)-N-(cyclohexylmethyl)-3-({1-cyclopentyl-5-[2-(trifluoromethyl)phenyl]-1H-pyrazol-3-yl}formamido)-5-(4,4-difluoropiperidin-1-yl)pentanamide